7-bromo-6-chloro-1-(4,6-diisopropylpyrimidin-5-yl)-8-fluoro-4-hydroxy-2-oxo-1,2-dihydroquinoline-3-carbonitrile BrC1=C(C=C2C(=C(C(N(C2=C1F)C=1C(=NC=NC1C(C)C)C(C)C)=O)C#N)O)Cl